BrC=1C(=C(C=CC1)C=1OC2=NC=C(C=C2N1)C=O)C (3-bromo-2-methylphenyl)oxazolo[5,4-b]pyridine-6-carbaldehyde